C(C)(C)(C)OC(=O)N1CCC2(CCN(C2)CC=2C(=NN(C2)C(C)C)C2=CC=CC=C2)CC1 2-((1-isopropyl-3-phenyl-1H-pyrazol-4-yl)methyl)-2,8-diazaspiro[4.5]Decane-8-carboxylic acid tert-butyl ester